(6-(6-(tert-butoxycarbonyl)-3,6-diazabicyclo[3.1.1]hept-3-yl)pyridin-3-yl)boric acid C(C)(C)(C)OC(=O)N1C2CN(CC1C2)C2=CC=C(C=N2)OB(O)O